[4-(3-oxobutyl) phenyl] acetate C(C)(=O)OC1=CC=C(C=C1)CCC(C)=O